ClC1=C(C2=C(NC(C(=C2O)C=2C=NC=CC2)=O)S1)C=1C=C2CCCC2=CC1 2-chloro-4-hydroxy-3-indan-5-yl-5-(3-pyridinyl)-7H-thieno[2,3-b]pyridin-6-one